C1(=CC=CC=C1)NC=CC1=C(C(=NO1)C1=CC=CC=C1)C#N 5-(2-phenylaminovinyl)-4-cyano-3-phenylisoxazole